CN1CCN(CC1)C1=CC=C(C=N1)C=1C=C2C(=NC1)NC=C2C2=CC=1N(C=C2)N=CN1 7-(5-(6-(4-methylpiperazin-1-yl)pyridin-3-yl)-1H-pyrrolo[2,3-b]pyridin-3-yl)-[1,2,4]triazolo[1,5-a]pyridine